tert-butyl rel-(4aS,7aS)-4-[5-[2,6-dimethyl-4-(trifluoromethyl)phenyl]oxazolo[4,5-b]pyridin-2-yl]-2,3,4a,5,7,7a-hexahydropyrrolo[3,4-b][1,4]oxazine-6-carboxylate CC1=C(C(=CC(=C1)C(F)(F)F)C)C1=CC=C2C(=N1)N=C(O2)N2[C@@H]1[C@@H](OCC2)CN(C1)C(=O)OC(C)(C)C |o1:22,23|